C(=O)(O)C=1C=C(OC2=C(C=CC=C2)OC2=CC(=CC=C2)C(=O)O)C=CC1 bis(3-carboxyphenoxy)benzene